acryloxyethyl-(acryloyloxyethyl) isocyanate C(C=C)(=O)OCCC(CN=C=O)OC(C=C)=O